O(C=1C(C(=C(N(C1)CCCCCCCCCCCCCC)C=O)O)=O)C=1C(C(=C(N(C1)CCCCCCCCCCCCCC)C=O)O)=O 5,5'-oxybis(N-tetradecyl-2-formyl-3-hydroxypyridin-4-one)